BrC=1C=CC2=C(C(=NO2)CC)C1 5-Bromo-3-ethylbenzo[d]isoxazol